(1-phenyl-2-isobutoxypropyl) phenyl carbonate C(OC(C(C)OCC(C)C)C1=CC=CC=C1)(OC1=CC=CC=C1)=O